CC1=CC=C(COC2=CC=CC3=C2C(=NO3)NC=3C=NC=CC3)C=C1 4-(4-methylbenzyloxy)-3-(pyridin-3-ylamino)benzo[d]isoxazole